ethyl 2-{[(E)-{2-chloro-4-fluoro-5-[3-methyl-2,6-dioxo-4-(trifluoromethyl)-3,6-dihydropyrimidin-1(2H)-yl]benzylidene} amino]oxy}propanoate ClC1=C(\C=N\OC(C(=O)OCC)C)C=C(C(=C1)F)N1C(N(C(=CC1=O)C(F)(F)F)C)=O